5-(6-(((tert-butyldimethylsilyl)oxy)methyl)-3,3-dimethyl-3,4-dihydroisoquinolin-2(1H)-yl)pyridin-2-amine [Si](C)(C)(C(C)(C)C)OCC=1C=C2CC(N(CC2=CC1)C=1C=CC(=NC1)N)(C)C